3-((4-methoxyphenyl)ethyl)benzol COC1=CC=C(C=C1)CCC=1C=CC=CC1